C(=C=C)P(O)(O)=O allenyl-phosphonic acid